C(C(C)C)C=1C=C(C=CC1)C=1C=C2CC(C(C2=CC1OC)NC(O[C@@H]1CN2CCC1CC2)=O)(C)C (S)-quinuclidin-3-yl (5-(3-isobutylphenyl)-6-methoxy-2,2-dimethyl-2,3-dihydro-1H-inden-1-yl)carbamat